(3,5-dichloro-1-methyl-indazol-4-yl)-1-[(1S,3R)-3-(hydroxymethyl)-1-methyl-5-(1-methylpyrazol-4-yl)-3,4-dihydro-1H-isoquinolin-2-yl]ethanone ClC1=NN(C2=CC=C(C(=C12)CC(=O)N1[C@H](C2=CC=CC(=C2C[C@@H]1CO)C=1C=NN(C1)C)C)Cl)C